N1(C=NC=C1)C1=CC=C2C(C(=CN3C(CCC1=C23)C)C(=O)O)=O 6,7-dihydro-8-(imidazol-1-yl)-5-methyl-1-oxo-1h,5h-benzo[ij]quinolizine-2-carboxylic acid